tert-butyl (R)-(4-(S-methylsulfonimidoyl)phenyl)carbamate C[S@](=O)(=N)C1=CC=C(C=C1)NC(OC(C)(C)C)=O